C(C)(C)(C)C1=C(C=C(C(=C1)[Si](CC)(CC)CC)O)NC(=O)C1=CNC2=CC=CC=C2C1=O N-(2-(tert-Butyl)-5-hydroxy-4-(triethylsilyl)phenyl)-4-oxo-1,4-dihydroquinoline-3-carboxamide